BrC(CCCCCC1=CC=CC=2C3=CC=CC=C3CC12)Br dibromohexyl-fluorene